COC(=O)C=1C(=CC2=C(OCC(N2)=O)C1)N 6-Amino-3-oxo-3,4-dihydro-2H-benzo[b][1,4]oxazine-7-carboxylic acid methyl ester